hexamethylhexacosa-4,8,12,16,20,24-hexaen-1-one CC(C(C(C(=O)C)(C)C)(C)C)=CCCC=CCCC=CCCC=CCCC=CCCC=CC